5,18-dichloro-4-ethyl-2-oxa-9λ6-thia-6,8,15,23-tetraazatetracyclo[15.3.1.13,7.110,14]tricosa-1(20),3(23),4,6,10(22),11,13,17(21),18-nonaene-9,9,16-trione ClC1=C(C=2OC3=CC=C(C(C(NC4=CC=CC(S(NC(=N1)N2)(=O)=O)=C4)=O)=C3)Cl)CC